2-ethyl-1,3-propanediol dibenzoate C(C1=CC=CC=C1)(=O)OCC(COC(C1=CC=CC=C1)=O)CC